FC(CO)COC1=NN(C(=C1[N+](=O)[O-])C)C=1N(N=C(C1)C)C 2-fluoro-3-((2',5,5'-trimethyl-4-nitro-2'H-[1,3'-bipyrazol]-3-yl)oxy)propan-1-ol